methyl-bis-chloromethyl-triazine CC=1C(=NN=NC1CCl)CCl